C(C)OC(=O)C=1C(=NN2C1N=C(C(=C2O)F)O)N 2-Amino-6-fluoro-5,7-dihydroxypyrazolo[1,5-a]pyrimidine-3-carboxylic acid ethyl ester